4-((2S,5R)-4-acryloyl-2,5-dimethylpiperazin-1-yl)-1-(2-isopropyl-6-(methylsulfonyl)phenyl)-6-fluoro-7-(2-fluoro-6-hydroxyphenyl)pyrido[2,3-d]pyrimidin-2(1H)-one C(C=C)(=O)N1C[C@@H](N(C[C@H]1C)C=1C2=C(N(C(N1)=O)C1=C(C=CC=C1S(=O)(=O)C)C(C)C)N=C(C(=C2)F)C2=C(C=CC=C2O)F)C